C1(CCCCCO1)=O Hexanolactone